2-(diisopropylamino)ethyl methacrylate C(C(=C)C)(=O)OCCN(C(C)C)C(C)C